4-methoxy-8-methylquinoline-6-carboxylic acid methyl ester COC(=O)C=1C=C2C(=CC=NC2=C(C1)C)OC